S1CCSCCCCCCCCCSCCSCCCCCCCCC1 1,4,14,17-Tetrathiacyclohexacosane